2,2,6,6-tetramethyl-4-methoxypiperidin CC1(NC(CC(C1)OC)(C)C)C